C(C)(=O)C1=CC=C(N=N1)OC1=CC=C(C=C1)C(C)(C)C1=CC=C(OC2CC(C2)NC(OC(C)(C)C)=O)C=C1 tert-butyl ((1s,3s)-3-(4-(2-(4-((6-acetylpyridazin-3-yl)oxy)phenyl)propan-2-yl)phenoxy)cyclobutyl)carbamate